1-(3,4-dichlorophenyl)-2-morpholino-ethanone oxime ClC=1C=C(C=CC1Cl)C(CN1CCOCC1)=NO